5-[3-(4-Nitro-phenyl)-n-propyl]aminosalicylic acid [N+](=O)([O-])C1=CC=C(C=C1)CCCNC1=CC=C(C(C(=O)O)=C1)O